C(C=C)N1N(C2=NC(=NC=C2C1=O)S(=O)C)C1=NC(=CC=C1)C1(CC1)C#N 2-allyl-1-(6-(1-cyanocyclopropan-1-yl)pyridin-2-yl)-6-(methylsulfinyl)-1H-pyrazolo[3,4-d]pyrimidin-3(2H)-one